methyl-octyl-phenyl-phosphine oxide CP(C1=CC=CC=C1)(CCCCCCCC)=O